2-(((3R,5R,7R)-adamantan-1-yl)acetamido)-4-methyl-benzenesulfonic acid hexyl ester C(CCCCC)OS(=O)(=O)C1=C(C=C(C=C1)C)NC(CC12CC3CC(CC(C1)C3)C2)=O